5-(1-(((R)-3-methylbutan-2-yl)amino)-2,3,4,9-tetrahydro-1H-carbazol-6-yl)isoindoline-1-one CC([C@@H](C)NC1CCCC=2C3=CC(=CC=C3NC12)C=1C=C2CNC(C2=CC1)=O)C